1-{2-[4-(morpholin-4-yl)-1H-1,2,3-triazol-5-yl]acetyl}pyrrolidine-2-carboxamide N1(CCOCC1)C=1N=NNC1CC(=O)N1C(CCC1)C(=O)N